C(C)OC(CC1=C(C=C(C=C1)F)O[C@@H]1CCC2=CC=C(C=C12)C1=CC=C2C=CN=C(C2=C1)N)=O (R)-2-(2-((6-(1-aminoisoquinolin-7-yl)-2,3-dihydro-1H-inden-1-yl)oxy)-4-fluorophenyl)acetic acid ethyl ester